methyl pyrrolidine-2-carboxylate N1C(CCC1)C(=O)OC